N1CC(C1)O 3-azetidinol